FC1=CC=C(C=C1)C1=NC=2C(=NC=C(N2)C(=O)N2CC(CCC2)COC=2C(=NC=CC2)C(F)(F)F)N1C (2-(4-fluorophenyl)-1-methyl-1H-imidazo[4,5-b]pyrazin-5-yl)(3-(((2-(trifluoromethyl)pyridin-3-yl)oxy)methyl)piperidin-1-yl)methanone